2-[4-bromo-2-(trifluoromethyl)phenyl]-5-pyrrolidin-1-yl-3,6-dihydro-1H-triazolo[4,5-d]pyrimidin-7-one BrC1=CC(=C(C=C1)N1NC2=C(N=C(NC2=O)N2CCCC2)N1)C(F)(F)F